CN1[C@H](CN(CC1)C=1C=2C(N=CN1)=NN(C2)C2=CC=C(C=C2)C(F)(F)F)C(=O)NCC2=CC=C(C=C2)SC (R)-1-methyl-N-(4-(methylthio)benzyl)-4-(2-(4-(trifluoromethyl)phenyl)-2H-pyrazolo[3,4-d]pyrimidin-4-yl)piperazine-2-carboxamide